hydroxyl-methyl-amino-methane OC(N)C